2-(4-(4-(3,5-Difluoro-2-methoxyphenyl)piperazin-1-yl)-3-hydroxybutyl)isoindoline-1,3-dione FC=1C(=C(C=C(C1)F)N1CCN(CC1)CC(CCN1C(C2=CC=CC=C2C1=O)=O)O)OC